C(C)(C)N1N=CC=2C1=NC(=NC2)C(=O)N[C@H]2COC1=C(NC2=O)C(=CC(=C1)C)F 1-isopropyl-N-[(3S)-6-fluoro-8-methyl-4-oxo-3,5-dihydro-2H-1,5-benzoxazepin-3-yl]pyrazolo[3,4-d]pyrimidine-6-carboxamide